4-iodo-6-(4-(4-methylpiperazin-1-yl)phenyl)-7H-pyrrolo[2,3-d]pyrimidine IC=1C2=C(N=CN1)NC(=C2)C2=CC=C(C=C2)N2CCN(CC2)C